(3-Aminopropyl)dimethylmethoxy-silan NCCC[Si](OC)(C)C